(R)-1-(5,5-difluoropiperidin-3-yl)-3-(2-fluoro-4-phenoxyphenyl)-1H-pyrazolo[3,4-D]pyrimidin-4-amine FC1(C[C@H](CNC1)N1N=C(C=2C1=NC=NC2N)C2=C(C=C(C=C2)OC2=CC=CC=C2)F)F